S(=O)(=O)(OCC)OCC diethyl sulfate